2-methyl-3-methylene-5-(4-(trimethylsilyl)phenyl)pent-4-yn-2-ol CC(C)(C(C#CC1=CC=C(C=C1)[Si](C)(C)C)=C)O